C1=NC=C(C2=CC=CC=C12)N1C(NC2=C(C1=O)CC(C2)CC(F)(F)F)=O 3-(isoquinolin-4-yl)-6-(2,2,2-trifluoroethyl)-1,5,6,7-tetrahydro-2H-cyclopenta[d]pyrimidine-2,4(3H)-dione